F[C@@H]1CN(CC1)CC1=CC(=NC(=C1)C(F)(F)F)N1C(C2=CC(=CC=C2C1)C1(COC1)CC1=NN=CN1C)=O (S)-2-(4-((3-Fluoropyrrolidin-1-yl)methyl)-6-(trifluoromethyl)pyridin-2-yl)-6-(3-((4-methyl-4H-1,2,4-triazol-3-yl)methyl)oxetan-3-yl)isoindolin-1-one